3-chloro-2,4,5-trifluorobenzoyl chloride ClC=1C(=C(C(=O)Cl)C=C(C1F)F)F